C(C)(=O)NC=1N=C(N(N1)C1=NC=CC=N1)C(C)N(C(C1=CC(=CC(=C1)C(F)(F)F)C(F)(F)F)=O)C N-[1-(5-acetamido-2-pyrimidin-2-yl-1,2,4-triazol-3-yl)ethyl]-N-methyl-3,5-bis(trifluoromethyl)benzamide